4-amino-N-(2-(4,4-difluoropiperidin-1-yl)-6,7-dihydro-5H-cyclopenta[d]pyrimidin-4-yl)-2-(6-azaspiro[2.5]octan-6-yl)benzamide NC1=CC(=C(C(=O)NC=2C3=C(N=C(N2)N2CCC(CC2)(F)F)CCC3)C=C1)N1CCC3(CC3)CC1